FC1=C(CNC(=O)[C@H]2N(C[C@@H](C2)O)C(=O)OC(C)(C)C)C=CC(=C1)C1=C(N=CS1)C tert-butyl (2S,4R)-2-((2-fluoro-4-(4-methylthiazol-5-yl)benzyl)carbamoyl)-4-hydroxypyrrolidine-1-carboxylate